C1=CCCC=2C3=CC=CC=C3C=CC12 3,4-dihydrophenanthrene